tert-butyl {[4-(5-methyl-1,3-thiazol-4-yl)-2,5-dioxoimidazolidin-4-yl]methyl}carbamate CC1=C(N=CS1)C1(NC(NC1=O)=O)CNC(OC(C)(C)C)=O